[C@@H]1([C@H](O)[C@H](O)[C@H](O1)CO)C=1C(NC(NC1)=O)=O 5-(β-D-Ribofuranosyl)pyrimidine-2,4(1H,3H)-dione